N[C@H](C(=O)O)C1CCC1 (S)-2-Amino-2-cyclobutylacetic acid